COC1=C(C=C2C(CC(N(C2=C1)CCCC(=O)ON1C(CCC1=O)=O)(C)C)C)\N=N\C=1SC(=CN1)[N+](=O)[O-] (E)-2,5-dioxopyrrolidin-1-yl 4-(7-methoxy-2,2,4-trimethyl-6-((5-nitrothiazol-2-yl)diazenyl)-3,4-dihydroquinolin-1(2H)-yl)butanoate